N-t-butoxycarbonyl-N-methyl-pentafluoroaniline C(C)(C)(C)OC(=O)N(C1=C(C(=C(C(=C1F)F)F)F)F)C